FC(C1=NN(C=C1C(=O)O)C)F 3-(difluoromethyl)-1-methyl-1H-pyrazole-4-carboxylic acid